C(C)(CC)OC(C)=O.ClC=1C=CC2=C(N=C(S2)C23CC(C2)(C3)NC(=O)C=3OC(=CC3)[C@@H](C)S(=O)(=O)C)C1 N-[3-(5-chloro-1,3-benzothiazol-2-yl)-1-bicyclo[1.1.1]pentanyl]-5-[(1R)-1-methylsulfonylethyl]furan-2-carboxamide secbutyl-acetate